tert-butyl 3-[[3-[4-[(3-methoxy-4-methyl-phenyl)carbamoyl]cyclohexyl]-5-methyl-2-oxo-1,4-dihydroquinazolin-7-yl]methoxy]azetidine-1-carboxylate COC=1C=C(C=CC1C)NC(=O)C1CCC(CC1)N1C(NC2=CC(=CC(=C2C1)C)COC1CN(C1)C(=O)OC(C)(C)C)=O